C[C@H]1[C@@H](CN(C1)CC1=NC=CC=N1)C=1NC(C=2N(C1)C(=NC2)C2CCOCC2)=O 6-[(3s,4s)-4-methyl-1-(2-pyrimidinylmethyl)-3-pyrrolidinyl]-3-(tetrahydro-2H-pyran-4-yl)imidazo[1,5-a]pyrazin-8(7H)-one